3-(3,5-dichloro-2-fluorophenyl)-1-[(1-methyl-1H-pyrazol-4-yl)(oxan-4-yl)sulfamoyl]urea sodium salt [Na].ClC=1C(=C(C=C(C1)Cl)NC(NS(N(C1CCOCC1)C=1C=NN(C1)C)(=O)=O)=O)F